trans-3-((Cyclopropylmethyl)amino)-5-(4-hydroxycyclohexyl)-8-((4-isopropylpiperazin-1-yl)methyl)pyrimido[4,5-c]isoquinolin-6(5H)-one C1(CC1)CNC=1N=CC2=C(N(C(C=3C=C(C=CC23)CN2CCN(CC2)C(C)C)=O)[C@@H]2CC[C@H](CC2)O)N1